N-[3-(dimethylamino)propyl]-5-(8-hydroxy-6-quinolyl)thiophene-3-carboxamide CN(CCCNC(=O)C1=CSC(=C1)C=1C=C2C=CC=NC2=C(C1)O)C